C(C=C)O[C@@H]1CCC=C1CCCCC |r| (+-)-5-allyloxy-1-pentyl-1-cyclopentene